O=C1CCCCN1 (2S)-6-oxopiperidin